ClC=1C=C2C(=NC(=NC2=C(C1C1=CC(=CC2=CC=CC=C12)O)F)N1CC(C1)N(C)C)N1CC=2N(CC1)C(=NC2)C=C 4-(6-chloro-2-(3-(dimethylamino)azetidin-1-yl)-8-fluoro-4-(3-vinyl-5,6-dihydroimidazo[1,5-a]pyrazin-7(8H)-yl)quinazolin-7-yl)naphthalen-2-ol